N=1C=CN2C1C=NC(=C2)C(=O)O imidazo[1,2-a]Pyrazine-6-carboxylic acid